CN1N=CC(=C1)CCCOC1=NC=CC(=C1)C1=NOC(=N1)C(F)(F)F 2-[3-(1-methyl-1H-pyrazol-4-yl)propoxy]-4-[5-(trifluoromethyl)-1,2,4-oxadiazol-3-yl]pyridine